BrCC(C(=O)OC)=C methyl 2-(bromomethyl)prop-2-enoate